dimethyl (4S)-2-((1-acetyl-4-nitropiperidin-4-yl)methyl)-4-((tert-butyloxycarbonyl)amino)glutarate C(C)(=O)N1CCC(CC1)([N+](=O)[O-])CC(C(=O)OC)C[C@@H](C(=O)OC)NC(=O)OC(C)(C)C